5-(2-(ethyl-(methyl)amino)ethyl)-4-methylthiazol-2-amine C(C)N(CCC1=C(N=C(S1)N)C)C